1,2-bis(diphenylphosphinyl)benzene C1(=CC=CC=C1)P(=O)(C1=C(C=CC=C1)P(=O)(C1=CC=CC=C1)C1=CC=CC=C1)C1=CC=CC=C1